3-(5-((1-(6-chloro-3-methyl-1H-indole-2-carbonyl)-3-hydroxypyrrolidin-3-yl)ethynyl)-1-oxoisoindolin-2-yl)piperidine-2,6-dione ClC1=CC=C2C(=C(NC2=C1)C(=O)N1CC(CC1)(O)C#CC=1C=C2CN(C(C2=CC1)=O)C1C(NC(CC1)=O)=O)C